1-methyl-2,3-diketo-1,2,3,4-tetrahydropyrido[2,3-b]pyrazine-6-carbonitrile CN1C2=C(NC(C1=O)=O)N=C(C=C2)C#N